CC(C(=O)OC=1C(=NN(C(C1C1=C(C(=CC=C1F)Cl)\C=C\C=1C=C2C=CC(=NC2=CC1)C)=O)C)C)C [5-[3-chloro-6-fluoro-2-[(E)-2-(2-methyl-6-quinolyl)vinyl]phenyl]-1,3-dimethyl-6-oxo-pyridazin-4-yl] 2-methylpropanoate